3,5-diamino-6-chloro-pyrazine-2-carboxylate NC=1C(=NC(=C(N1)N)Cl)C(=O)[O-]